OCC(=C)C1=CC(=NC=C1)N1N=CC(=C1)S(=O)(=O)NC=1C(=CC=C2C=NN(C12)C)OC 1-(4-(3-HYDROXYPROP-1-EN-2-YL)PYRIDIN-2-YL)-N-(6-METHOXY-1-METHYL-1H-INDAZOL-7-YL)-1H-PYRAZOLE-4-SULFONAMIDE